tert-butyl (R)-2-((tert-butoxycarbonyl)amino)-3-(4-((2-ethoxy-2-oxoethyl)amino)phenyl)propanoate C(C)(C)(C)OC(=O)N[C@@H](C(=O)OC(C)(C)C)CC1=CC=C(C=C1)NCC(=O)OCC